(S)-3-((S)-3-(hydroxymethyl)-1-methyl-7-oxo-2,3,7,9-tetrahydro-[1,4]oxazino[3,2-e]isoindol-8(1H)-yl)piperidine-2,6-dione OC[C@@H]1CN(C2=C3CN(C(C3=CC=C2O1)=O)[C@@H]1C(NC(CC1)=O)=O)C